O1C(CCCC1)C1OCCCC1 oxanyl-(tetrahydropyran)